N1CCC(CC1)NC(OC(C)(C)C)=O tert-butyl (R)-piperidin-4-yl-carbamate